N1=CC=CC=2CCC/C(/C12)=N\NC=1N=NC2=C(NC=3C=CC(=CC23)OC)N1 (E)-3-(2-(6,7-dihydroquinolin-8(5H)-ylidene)hydrazino)-8-methoxy-5H-[1,2,4]triazino[5,6-b]indole